(2S,4r)-1-[(2S)-3,3-dimethyl-2-[4-[3-(2-thienylmethylamino)phenyl]triazol-1-yl]butyryl]-4-hydroxy-N-methyl-pyrrolidine-2-carboxamide CC([C@@H](C(=O)N1[C@@H](C[C@H](C1)O)C(=O)NC)N1N=NC(=C1)C1=CC(=CC=C1)NCC=1SC=CC1)(C)C